tert-butyl carbonate hemi-fumarate C(\C=C\C(=O)O)(=O)O.C(OC(C)(C)C)(O)=O.C(C)(C)(C)OC(O)=O